N1=CNC2=NC=CC(=C21)C=2C=NN(C2)C2=CC=C(C=N2)C(C(F)(F)F)(O)C2CCN(CC2)C(C)=O (4-(1-(6-(4-(3H-imidazo[4,5-b]pyridin-7-yl)-1H-pyrazol-1-yl)pyridin-3-yl)-2,2,2-trifluoro-1-hydroxyethyl)piperidin-1-yl)ethanone